C(=O)[O-].[NH+]1=CC=CC=C1 pyridinium formate